2-(4-{[4-(3-dimethylamino-1-methylpropyl)-phenyl]-methyl-amino}-phenoxy)-pyrido[3,4-d]pyrimidin-4-ol CN(CCC(C)C1=CC=C(C=C1)N(C1=CC=C(OC=2N=C(C3=C(N2)C=NC=C3)O)C=C1)C)C